bromo-3-(bromomethyl)-4-methyl-thiophene BrC=1SC=C(C1CBr)C